[Cl-].[Cl-].[NH+]1(CC[NH2+]CC1)C1=CC=C(C=C1)C1C(NC(CC1)=O)=O 3-(4-piperazine-1,4-diium-1-ylphenyl)piperidine-2,6-dione dichloride